1,2-bis(p-tolylsulfonyl)hydrazine C1(=CC=C(C=C1)S(=O)(=O)NNS(=O)(=O)C1=CC=C(C=C1)C)C